difluoromethyl thioglycolate C(CS)(=O)OC(F)F